CC1=CC=C(O1)CC1=C(C(=O)N)C=CC=C1NC1=NC=C(N=C1)C1=CC=CC=C1 [(5-methylfuran-2-yl)methyl]-3-[(5-phenylpyrazin-2-yl)amino]benzamide